(2S)-2-(7-chloro-4-methyl-1,1-dioxido-5-oxo-4,5-dihydrobenzo[f][1,2,4]thiadiazepin-2(3H)-yl)-3-(6-fluoro-2,3-dimethylphenyl)butanoic acid ClC=1C=CC2=C(C(N(CN(S2(=O)=O)[C@H](C(=O)O)C(C)C2=C(C(=CC=C2F)C)C)C)=O)C1